5-(N-(2-fluoro-5-methoxyphenylethyl)sulfamoyl)-3-methylbenzofuran-2-carboxylic acid ethyl ester C(C)OC(=O)C=1OC2=C(C1C)C=C(C=C2)S(NCCC2=C(C=CC(=C2)OC)F)(=O)=O